C(C)(=O)OCC(OC(C)=O)CO Glycerol Di-Acetate